2-(3-chlorophenyl)-2,2-difluoro-1-phenylethyl((S)-1-(((S)-1-hydroxy-3-((S)-2-oxopyrrolidin-3-yl)propan-2-yl)amino)-4-methyl-1-oxopentan-2-yl)carbamate ClC=1C=C(C=CC1)C(C(C1=CC=CC=C1)N(C([O-])=O)[C@H](C(=O)N[C@H](CO)C[C@H]1C(NCC1)=O)CC(C)C)(F)F